4-FORMYL-7-AZAINDOLE-3-CARBOXYLIC ACID METHYL ESTER COC(=O)C1=CNC2=NC=CC(=C12)C=O